C(C)(C)C1=C(NC2=CC=C(C=C12)OCCN(C)C)C1=CC(=NC=C1)C 2-((3-isopropyl-2-(2-methylpyridin-4-yl)-1H-indol-5-yl)oxy)-N,N-dimethylethan-1-amine